C(CC)(=O)OC1=C2C(=CNC2=CC(=C1)CC=C(C)C)CCN(C)C 3-[2-(dimethylamino)ethyl]-6-(3-methyl-2-butenyl)-1H-indol-4-yl propionate